2-Hexyl-1,3-benzenediol C(CCCCC)C1=C(C=CC=C1O)O